N-(3-methyl-1-(4-(trifluoromethyl)cyclohex-1-en-1-yl)-1H-pyrazolo[3,4-b]pyridin-5-yl)acrylamide CC1=NN(C2=NC=C(C=C21)NC(C=C)=O)C2=CCC(CC2)C(F)(F)F